7-((6-(azetidin-3-yl(methyl)amino)-5-methylpyridin-2-yl)amino)-4-(1-methyl-1H-pyrrolo[2,3-b]pyridin-4-yl)-2,3-dihydro-1H-pyrrolo[3,4-c]pyridin-1-one N1CC(C1)N(C1=C(C=CC(=N1)NC=1C2=C(C(=NC1)C1=C3C(=NC=C1)N(C=C3)C)CNC2=O)C)C